4-(1-(2-Chloro-4-(1-methyl-1H-1,2,4-triazol-5-yl)phenyl)-1H-imidazol-4-yl)-N-(1-(methylsulfonyl)piperidin-4-yl)-5-(trifluoromethyl)pyrimidin-2-amine ClC1=C(C=CC(=C1)C1=NC=NN1C)N1C=NC(=C1)C1=NC(=NC=C1C(F)(F)F)NC1CCN(CC1)S(=O)(=O)C